CN(C(=O)N1N=C(C(=C1)CNC(OC(C)(C)C)=O)NC(=O)C1CC(C1)O)C tert-butyl ((1-(dimethylcarbamoyl)-3-(3-hydroxycyclobutanecarboxamido)-1H-pyrazol-4-yl)methyl)carbamate